4-((2,6-dimethyl-1-oxo-1,2,5,6-tetrahydrobenzo[c][2,6]naphthyridin-7-yl)amino)-N-(methyl-d3)nicotinamide CN1C(C=2C3=C(N(CC2C=C1)C)C(=CC=C3)NC3=CC=NC=C3C(=O)NC([2H])([2H])[2H])=O